C1(CC1)S(=O)(=O)NC1=NC=CC(=N1)CC(=O)NC1=CC=C(C=C1)C1=NC(=CN=C1)C(F)(F)F 2-(2-(cyclopropanesulfonamido)pyrimidin-4-yl)-N-(4-(6-(trifluoromethyl)pyrazin-2-yl)phenyl)acetamide